N1C(NC(C2=NC3=C(N=C12)C=CC=C3)=O)=O 1H-Benzo[g]pteridin-2,4-dion